C(C)OC(=C)C1=CC=C(S1)[C@]12OC[C@H](N(C1)C(=O)OC(C)(C)C)C2 tert-butyl (1R,4R)-1-(5-(1-ethoxyvinyl)thiophen-2-yl)-2-oxa-5-azabicyclo[2.2.1]heptane-5-carboxylate